n-pentyl vinyl ether C(=C)OCCCCC